2-(5-chloro-2-(4-(piperidin-1-yl)-3-(1-(2,2,2-trifluoroethyl)-1H-indazole-3-carboxamido)benzamido)phenyl)acetic acid ClC=1C=CC(=C(C1)CC(=O)O)NC(C1=CC(=C(C=C1)N1CCCCC1)NC(=O)C1=NN(C2=CC=CC=C12)CC(F)(F)F)=O